(1s,4s)-4-((5-chloro-3-(difluoromethoxy)pyridin-2-yl)carbamoyl)-4-(2-isopropylphenyl)cyclohexane-1-carboxylic acid ClC=1C=C(C(=NC1)NC(=O)C1(CCC(CC1)C(=O)O)C1=C(C=CC=C1)C(C)C)OC(F)F